S(=O)(=O)(O)C1=C(C=CC(=C1)C(=O)O)C1=CC=C(C=C1)C(=O)O 2-sulfo-4,4'-biphenyldicarboxylic acid